1H-indazol-5-ol N1N=CC2=CC(=CC=C12)O